C1=CC=CC=2C3=CC=CC=C3N(C12)C=1C=C(C=CC1)C1=CC=C(C=C1)N(C=1C=C(C(=CC1)C1=CC=CC=C1)C1=CC=CC=C1)C1=CC2=C(OC3=C2C=CC=C3)C=C1 N-(3'-(9H-carbazol-9-yl)-[1,1'-biphenyl]-4-yl)-N-(dibenzofuran-2-yl)-[1,1':2',1''-terphenyl]-4'-amine